1,9-nonanediol C(CCCCCCCCO)O